C(C)(C)(C)OC(=O)N1C[C@H](CC1)NC1=CC=C(C=C1)C1=C(CCC2=CC=C(C=C12)OC)C1=C(C=C(C=C1)F)Cl (S)-3-((4-(2-(2-chloro-4-fluorophenyl)-7-methoxy-3,4-dihydronaphthalen-1-yl)phenyl)amino)pyrrolidine-1-carboxylic acid tert-butyl ester